BOC-butenolide C(=O)(OC(C)(C)C)C=1C(=O)OCC1